C(C1=CC=CC=C1)OC1=CC=C(CC2C(N(C(N2C(C2=NC=CC=C2)=O)(C)C)CCCC)=O)C=C1 5-(4-(benzyloxy)benzyl)-3-butyl-2,2-dimethyl-1-picolinoyl-imidazolidin-4-one